C(C)(C)N1CCC(CC1)N1N=CC(=C1)NC1=NC=C(C(=N1)NCCCN1C(CCCCC1)=O)C(F)(F)F 1-(3-((2-((1-(1-isopropylpiperidin-4-yl)-1H-pyrazol-4-yl)amino)-5-(trifluoromethyl)pyrimidin-4-yl)amino)propyl)azepan-2-one